C[Si](C=C[Si](OCC)(OCC)C)(OCC)OCC 1,2-bis(methyldiethoxysilyl)ethaneN